NCCNC1=C2C=CC=C(C2=CC=C1)S(=O)(=O)[O-].[Na+].COC1=CC=C(CN2N=CC(=C2)CO)C=C1 (1-(4-methoxybenzyl)-1H-pyrazol-4-yl)methanol sodium 5-(2-aminoethylamino)-1-naphthalenesulfonate